(2S,4R)-1-[(2S)-2-(4-cyclopropyltriazol-1-yl)-3,3-dimethyl-butanoyl]-N-[[5-(dimethylamino)-1,3,4-oxadiazol-2-yl]methyl]-4-hydroxy-pyrrolidine-2-carboxamide C1(CC1)C=1N=NN(C1)[C@H](C(=O)N1[C@@H](C[C@H](C1)O)C(=O)NCC=1OC(=NN1)N(C)C)C(C)(C)C